4-(5-chloro-[1,1'-biphenyl]-2-yl)-2,6-diphenylpyrimidine ClC=1C=CC(=C(C1)C1=CC=CC=C1)C1=NC(=NC(=C1)C1=CC=CC=C1)C1=CC=CC=C1